Cl.N[C@@]12CN([C@@H](CC1)C2)CC=2C(=C(C=CC2)C2=CC(=C(C#N)C=C2)F)C2=CC=NS2 4-[3-[[(1S,4S)-4-amino-2-azabicyclo[2.2.1]heptan-2-yl]methyl]-2-isothiazol-5-yl-phenyl]-2-fluoro-benzonitrile hydrochloride